C1(CC1)S(=O)(=O)C1=CC2=C(C(=N1)C1=CN(C3=CN=C(C=C31)NC(C)=O)C)OCC(O2)C N-(3-(7-(cyclopropylsulfonyl)-2-methyl-2,3-dihydro-[1,4]dioxino[2,3-c]pyridin-5-yl)-1-methyl-1H-pyrrolo[2,3-c]pyridin-5-yl)acetamide